5-iodo-1,2-dimethyl-1H-imidazole IC1=CN=C(N1C)C